N-(3-carbamoylphenyl)-3-(4,4-difluoroazepan-1-yl)quinoxaline-2-carboxamide C(N)(=O)C=1C=C(C=CC1)NC(=O)C1=NC2=CC=CC=C2N=C1N1CCC(CCC1)(F)F